2-(4-cyclopropyl-6-methoxypyrimidin-5-yl)-4-(1-(4-(1-methyl-4-(trifluoromethyl)-1H-imidazol-2-yl)phenyl)ethyl)-6,7-dihydropyrazolo[1,5-a]pyrimidin-5(4H)-one C1(CC1)C1=NC=NC(=C1C1=NN2C(N(C(CC2)=O)C(C)C2=CC=C(C=C2)C=2N(C=C(N2)C(F)(F)F)C)=C1)OC